ClC1=C(C=CC(=N1)OC=1C=CC=C2CC(COC12)NC(C=C)=O)C(F)(F)F N-(8-[{6-chloro-5-(trifluoromethyl)pyridin-2-yl}oxy]chroman-3-yl)acrylamide